1-[(4-{6-chloro-2-[(5-chloro-1-cyclopropyl-1H-pyrazol-4-yl)amino]quinazolin-7-yl}piperidin-1-yl)methyl]cyclopropane-1-carbonitrile ClC=1C=C2C=NC(=NC2=CC1C1CCN(CC1)CC1(CC1)C#N)NC=1C=NN(C1Cl)C1CC1